(S)-N-(1-(4-(cyclopropanesulphonylamino)pyridin-2-yl)-3-morpholinopropyl)-5-(6-ethoxypyrazin-2-yl)thiazole-2-carboxamide C1(CC1)S(=O)(=O)NC1=CC(=NC=C1)[C@H](CCN1CCOCC1)NC(=O)C=1SC(=CN1)C1=NC(=CN=C1)OCC